4-(9-methyl-6-(quinolin-3-yl)-9H-purin-2-yl)piperazine CN1C2=NC(=NC(=C2N=C1)C=1C=NC2=CC=CC=C2C1)N1CCNCC1